C(C)(=O)NC(C(=O)OCCCCC)CC=1OC=NN1 pentyl 2-acetamido-3-(1,3,4-oxadiazol-2-yl)propanoate